(5S,7S)-7-fluoro-5-phenyl-6,7-dihydro-5H-pyrrolo[1,2-b][1,2,4]triazol F[C@H]1C[C@H](N2N=CN=C21)C2=CC=CC=C2